FC=1C=C2CC(CC2=CC1F)(C(NCC=1SC2=C(N1)C=C(C(=C2)OC)OCCC[N+](C)(C)CCO)=O)CC(=O)[O-] 2-[5,6-difluoro-2-[[5-[3-[2-hydroxyethyl (dimethyl) ammonio]propoxy]-6-methoxy-1,3-benzothiazol-2-yl]methylcarbamoyl]indan-2-yl]acetate